N-(3-(1-(4-(5-(difluoromethyl)-1,3,4-oxadiazol-2-yl)-2,6-difluorobenzyl)-1H-1,2,3-triazol-4-yl)phenyl)morpholine-4-carboxamide FC(C1=NN=C(O1)C1=CC(=C(CN2N=NC(=C2)C=2C=C(C=CC2)NC(=O)N2CCOCC2)C(=C1)F)F)F